1-cyclopentyl-4-((3-phenylbicyclo[1.1.1]pentan-1-yl)methyl)piperazine-2,3-dione C1(CCCC1)N1C(C(N(CC1)CC12CC(C1)(C2)C2=CC=CC=C2)=O)=O